ClC(=CC1C(C1C(=O)O)(C)C)C(Cl)(Cl)Cl 3-(2-chloro-3,3,3-trichloropropen-1-yl)-2,2-dimethylcyclopropanecarboxylic acid